1-di(sec-butyl)aminodisiloxane C(C)(CC)N([SiH2]O[SiH3])C(C)CC